(R)-N-(1-(3-bromophenyl)ethyl)-1-(2-fluorophenyl)-6-oxo-1,6-dihydropyridine-3-carboxamide BrC=1C=C(C=CC1)[C@@H](C)NC(=O)C1=CN(C(C=C1)=O)C1=C(C=CC=C1)F